Cl.ClC=1C=CC2=C(N(C(=N2)N2C[C@H]([C@@H](CC2)F)N)[C@@H](C)C2=NC=C(C=C2)Cl)C1 (3r,4r)-1-(6-chloro-1-((S)-1-(5-chloropyridin-2-yl)ethyl)-1H-benzo[d]imidazol-2-yl)-4-fluoropiperidin-3-amine hydrochloride